CC1=C(NC(=C1)C)\C=C\1/C(N(C2=CC(=CC=C12)C(=O)NCC#C)CC=1C=NC(=NC1)NC)=O (Z)-3-((3,5-dimethyl-1H-pyrrol-2-yl)methylene)-1-((2-(methylamino)pyrimidin-5-yl)methyl)-2-oxo-N-(prop-2-yn-1-yl)indole-6-carboxamide